CN1C(C2(CN(CC(C1C1=NC=CC=C1)(C2=O)C(=O)OC)CC2=NC=CC=C2)C(=O)OC)C2=NC=CC=C2 Dimethyl 3-methyl-9-oxo-2,4-bis(2-pyridinyl)-7-[(2-pyridinyl) methyl]-3,7-diazabicyclo[3.3.1]nonane-1,5-dicarboxylate